COC1=CC=C(C=C1)C1CCN(CCC1)C1=C(C(N(C2=CC=CC=C12)C)=O)C#N 4-[4-(4-methoxyphenyl)azepan-1-yl]-1-methyl-2-oxo-1,2-dihydroquinoline-3-carbonitrile